OC1OC2=C(NC1=O)C=CC(=C2)OC 2-hydroxy-7-methoxy-2H-1,4-benzoxazin-3(4H)-one